(((1R,3s,5S)-8-azabicyclo[3.2.1]oct-3-yl)methyl)morpholine [C@H]12CC(C[C@H](CC1)N2)CN2CCOCC2